COC1=CC=C(CSC=2C=C3C=NN(C3=CC2)C2=CC=C(C=C2)C(F)(F)F)C=C1 5-((4-methoxybenzyl)thio)-1-(4-(trifluoromethyl)phenyl)-1H-indazole